4-(2-(dimethylamino)ethyl) 1-(4-((2-hexyldecanoyl)oxy)butyl) (2S)-2-hydroxysuccinate O[C@H](C(=O)OCCCCOC(C(CCCCCCCC)CCCCCC)=O)CC(=O)OCCN(C)C